FC=1C=C(C(=CC1)OC)B1OC(C(O1)(C)C)(C)C 5-fluoro-2-methoxy-3-(4,4,5,5-tetramethyl-1,3,2-dioxaborol-2-yl)benzene